2-[[2-(3-methoxyphenyl)acetyl]amino]-4-[2-phenoxyethyl-[4-(5,6,7,8-tetrahydro-1,8-naphthyridin-2-yl)butyl]amino]butanoic acid COC=1C=C(C=CC1)CC(=O)NC(C(=O)O)CCN(CCCCC1=NC=2NCCCC2C=C1)CCOC1=CC=CC=C1